tris-(diphenylphosphinoethyl)phosphine C1(=CC=CC=C1)P(C1=CC=CC=C1)CCP(CCP(C1=CC=CC=C1)C1=CC=CC=C1)CCP(C1=CC=CC=C1)C1=CC=CC=C1